Methyl 3-((6-chloropyridin-3-yl)thio)propanoate ClC1=CC=C(C=N1)SCCC(=O)OC